CO\N=C(\C(=O)NC)/C1=C(C(=CC=C1)C)CO/N=C(\C)/C1=CC(=CC=C1)C(F)(F)F (2E)-2-methoxyimino-N-methyl-2-[3-methyl-2-[[(E)-1-[3-(trifluoromethyl)phenyl]-ethylideneamino]oxymethyl]phenyl]acetamide